COCCOC1=CC=C(/C=C/C2=C3C=C(N=CC3=C(N=C2)NC)NC(=O)C2CC2)C=C1 (E)-N-(5-(4-(2-methoxyethoxy)styryl)-8-(methylamino)-2,7-naphthyridin-3-yl)cyclopropanecarboxamide